7-bromo-5-fluoro-1-(trifluoromethyl)-2,3-dihydro-1H-benzo[d]pyrrolo[1,2-a]imidazole BrC1=CC2=C(N=C3N2C(CC3)C(F)(F)F)C(=C1)F